S1C2=C(C=C1)CC1=C(CC2O)C=CC=C1 9,10-dihydro-4H-benzo[4,5]cyclohepta[1,2-b]thiophen-10-ol